(2S,4R)-N-(6-bromopyridin-2-yl)-4-fluoropyrrolidine-2-carboxamide hydrochloride Cl.BrC1=CC=CC(=N1)NC(=O)[C@H]1NC[C@@H](C1)F